tert-Butyl 4-(2-(4-(3-(6-cyano-5-(trifluoromethyl)pyridin-3-yl)-5,5-dimethyl-4-oxo-2-thioxoimidazolidin-1-yl)-2-ethylphenoxy)ethyl)-2,2-dimethylpiperazine-1-carboxylate C(#N)C1=C(C=C(C=N1)N1C(N(C(C1=O)(C)C)C1=CC(=C(OCCN2CC(N(CC2)C(=O)OC(C)(C)C)(C)C)C=C1)CC)=S)C(F)(F)F